N(=[N+]=[N-])C1(CN(C1)C(=O)OC(C)(C)C)C1=CC=CC2=CC=CC=C12 tert-Butyl 3-azido-3-(naphthalen-1-yl)azetidine-1-carboxylate